8-methoxy-6-(5-methylpyrimidin-2-yl)-N-[1-(5-methyl-1,3,4-thiadiazol-2-yl)ethyl]quinazolin-4-amine COC=1C=C(C=C2C(=NC=NC12)NC(C)C=1SC(=NN1)C)C1=NC=C(C=N1)C